1,3-DIAZINANE N1CNCCC1